(18S,21S)-19-[1-(2,4-difluorophenyl)pyrazolo[3,4-d]pyrimidin-4-yl]-22-oxa-9,12,16,19,29-pentazapentacyclo[21.3.1.16,9.118,21.02,7]nonacosa-1(27),2,4,6(29),7,23,25-heptaene-13,17-dione FC1=C(C=CC(=C1)F)N1N=CC=2C1=NC=NC2N2[C@@H]1C(NCCC(NCCN3C=C4C(C=CC=C4C=4C=CC=C(O[C@H](C2)C1)C4)=N3)=O)=O